OC1CC(C1)N(C([O-])=O)C=1N=CC2=C(C(=C(C=C2C1)C1=C(C2=C(OCCN2)N=C1)C)F)N.[Cl-].C(CCC)N1C=[N+](C=C1)C.C(CCC)N1C=[N+](C=C1)C 1-Butyl-3-Methylimidazolium chlorid 3-Hydroxycyclobutyl(8-amino-7-fluoro-6-(8-methyl-2,3-dihydro-1H-pyrido[2,3-b][1,4]oxazin-7-yl)isoquinolin-3-yl)carbamate